4-(2-(pyrimidin-2-ylamino)phenyl)-5,6-dihydropyridine-1(2H)-carboxylic acid tert-butyl ester C(C)(C)(C)OC(=O)N1CC=C(CC1)C1=C(C=CC=C1)NC1=NC=CC=N1